4-cyclopropyl-1-[2-methyl-4-(4,4,5,5-tetramethyl-1,3,2-dioxaborolan-2-yl)phenyl]imidazole C1(CC1)C=1N=CN(C1)C1=C(C=C(C=C1)B1OC(C(O1)(C)C)(C)C)C